3-(3-(4-methoxybenzyl)-2,4-dioxotetrahydropyrimidin-1(2H)-yl)-2,3-dihydrobenzofuran-6-carboxylic acid COC1=CC=C(CN2C(N(CCC2=O)C2COC3=C2C=CC(=C3)C(=O)O)=O)C=C1